[Cl-].OCCC[N+](C)(C)C 3-Hydroxy-N,N,N-trimethylpropan-1-aminium chloride